N-[2-(5-amino-1H-1,2,4-triazol-3-yl)ethyl]-2-(1-benzothiophen-3-yl)-9-(propan-2-yl)-9H-purin-6-amine NC1=NC(=NN1)CCNC1=C2N=CN(C2=NC(=N1)C1=CSC2=C1C=CC=C2)C(C)C